FC1=CC=C(C=C1)C1OCCN(C1)S(=O)(=O)NC(OC(C)(C)C)=O tert-butyl ((2-(4-fluorophenyl)-morpholino)-sulfonyl)-carbamate